NC1=NC=NN2C1=C(C=C2CC)C2=CC=C(C=C2)C2=C(C(N(C=C2)[C@@H](CO)C)=O)C(=O)N [4-(4-amino-7-ethylpyrrolo[2,1-f][1,2,4]triazin-5-yl)phenyl]-1-[(1R)-2-hydroxy-1-methylethyl]-2-oxo-1,2-dihydropyridine-3-carboxamide